rac-tert-butyl (3aR,7aR)-5-[2-(trifluoromethyl)pyridin-3-yl]-octahydro-1H-pyrrolo[3,4-c]pyridine-2-carboxylate FC(C1=NC=CC=C1N1C[C@H]2[C@@H](CC1)CN(C2)C(=O)OC(C)(C)C)(F)F |r|